C(#N)C=1C(=NC(=NC1)NC1=C(C=C(C(=C1)C)N1CCN(CC1)C)NC(C=C)=O)NC1=C(C=CC=C1)OC(C)C N-(2-((5-cyano-4-((2-isopropoxyphenyl)amino)pyrimidin-2-yl)amino)-4-methyl-5-(4-methylpiperazin-1-yl)phenyl)acrylamide